bis(ethyl-di-sec-butoxysilylpropyl) disulfide C(C)[Si](OC(C)CC)(OC(C)CC)CCCSSCCC[Si](OC(C)CC)(OC(C)CC)CC